(2r,6s)-2-cyclopropyl-6-(hydroxymethyl)morpholine-4-carboxylic acid tert-butyl ester C(C)(C)(C)OC(=O)N1C[C@H](O[C@@H](C1)CO)C1CC1